N-(4-((6,7-dimethoxyquinolin-4-yl)oxy)-3-fluorophenyl)-5-(4-fluorophenyl)-1-methyl-4-oxo-1,4-dihydropyridine-3-carboxamide COC=1C=C2C(=CC=NC2=CC1OC)OC1=C(C=C(C=C1)NC(=O)C1=CN(C=C(C1=O)C1=CC=C(C=C1)F)C)F